methyl 2-((tert-butoxycarbonyl) amino)-7-(2-(naphthalen-1-yl)-4-nitrophenoxy)-1,2,3,4-tetrahydronaphthalen-2-carboxylate C(C)(C)(C)OC(=O)NC1(CC2=CC(=CC=C2CC1)OC1=C(C=C(C=C1)[N+](=O)[O-])C1=CC=CC2=CC=CC=C12)C(=O)OC